(neopentyl-1,5,6,7-tetrahydro-s-indacenyl)(pentamethyl-cyclopentadienyl)hafnium dichloride [Cl-].[Cl-].C(C(C)(C)C)C1(C=CC2=CC=3CCCC3C=C12)[Hf+2]C1(C(=C(C(=C1C)C)C)C)C